ClC=1C=C(C=CC1Cl)NC(=O)N1[C@H]2CC[C@@H]1CC=1C=[N+](C=CC12)[O-] (5S,8R)-10-((3,4-dichlorophenyl)carbamoyl)-6,7,8,9-tetrahydro-5H-5,8-epiminocyclohepta-[c]-pyridine 2-oxide